C1=CC=CC=2C3=CC=CC=C3C(C12)N([C@H](C(=O)O)CCCCNC(=O)OCC=C)C(=O)OC (2S)-2-(9H-fluoren-9-yl-methoxycarbonylamino)-6-(prop-2-enoxycarbonylamino)hexanoic acid